(E)-5-(4-isopropyl-3-methoxyphenylvinyl)-1-methyl-1H-pyrazole C(C)(C)C1=C(C=C(C=C1)/C=C/C1=CC=NN1C)OC